C1(CC1)C1=NC=NC(=C1C=1N=CC2=C(N1)C(=CN2COCC[Si](C)(C)C)C2(CC2)C2=CC=C(C=C2)C=2N(C=C(N2)C(F)(F)F)C)OC 2-[[2-(4-cyclopropyl-6-methoxy-pyrimidin-5-yl)-7-[1-[4-[1-methyl-4-(trifluoromethyl)imidazol-2-yl]phenyl]cyclopropyl]pyrrolo[3,2-d]pyrimidin-5-yl]methoxy]ethyl-trimethyl-silane